oxazol-2-ylmethanol O1C(=NC=C1)CO